2-(2-((2-methyl-1-((3-methylpyridin-2-yl)oxy)propan-2-yl)amino)-2-oxoethyl)pyrrolidine-1-carboxylic acid tert-butyl ester C(C)(C)(C)OC(=O)N1C(CCC1)CC(=O)NC(COC1=NC=CC=C1C)(C)C